benzo[1,2-b:4,3-b']dithiophene C=1C2=C(SC1)C=CC=1SC=CC12